OCCOCCC=O 3-(2-Hydroxy-ethoxy)propanal